CC1=C(C(=CC=C1)C)S[SiH3] (2,6-Dimethylphenylsulfanyl)silane